NO[C@@H]1O[C@H]([C@H]([C@H]([C@@H]1CC(=O)[O-])CC(=O)[O-])CC(=O)[O-])C (2S,3S,4R,5S,6S)-2-(aminooxy)-6-methyltetrahydro-2H-pyran-3,4,5-triacetate